ethane-1,2-diylbis(4-oxopentanoate) C(CC(C(=O)[O-])CC(C)=O)C(C(=O)[O-])CC(C)=O